COC=C=C 1-methoxypropa-1,2-diene